CN(C1=CC=C(C=C1)[C@@H]([C@@H](N)C1=CC=C(C=C1)N(C)C)N)C (1S,2S)-1,2-bis(4-(dimethylamino)phenyl)ethane-1,2-diamine